C(C)(C)(C)OC(=O)N1CC(N(CC1)C(C1=C(C=C(C=C1)NC(=O)C1CC1)N1CCC2(COC2)C1)=O)C1=C(C=CC=C1)Cl 3-(2-chlorophenyl)-4-[4-(cyclopropanecarbonylamino)-2-(2-oxa-7-azaspiro[3.4]oct-7-yl)benzoyl]piperazine-1-carboxylic acid tert-butyl ester